FC(C1=NC=CC=C1SC=1N=C2C(=NC1)NC(=N2)N2CC1(CNC(O1)=O)CCC2)(F)F 7-(5-((2-(trifluoromethyl)pyridin-3-yl)thio)-1H-imidazo[4,5-b]pyrazin-2-yl)-1-oxa-3,7-diazaspiro[4.5]decan-2-one